iodopropyl-diethyl-methoxysilane S-propyl-2-(4-chlorobenzoylamino)-3-(2-oxo-1,2-dihydroquinolin-4-yl)thiopropionate C(CC)S=C(C(CC1=CC(NC2=CC=CC=C12)=O)NC(C1=CC=C(C=C1)Cl)=O)O.ICCC[Si](OC)(CC)CC